FC1=CC=C(C=C1)N1C(=CC=C1C1=CC=NC=C1)C#N 1-(4-fluorophenyl)-5-(pyridin-4-yl)-1H-pyrrole-2-carbonitrile